(30C)methanol [30CH3]O